7-butyl-1H-isochromeno[6,5,4-def]isoquinolin-1,3,6,8(7H)-tetraone C(CCC)N1C(C2=CC=C3C=4C2=C(C1=O)C=CC4C(OC3=O)=O)=O